C(#N)C1=CN(C=2C1=NC(=CC2CN2C[C@H](CCC2)C)C(=O)O)COCC[Si](C)(C)C (S)-3-cyano-7-((3-methylpiperidin-1-yl)methyl)-1-((2-(trimethylsilyl)ethoxy)methyl)-1H-pyrrolo[3,2-b]pyridine-5-carboxylic acid